(E)-3-(pyridin-3-yl)-1-(2,3,4-trimethoxyphenyl)prop-2-en-1-one butyl-4-(cyano(4-fluorophenyl)methylene)piperidine-1-carboxylate C(CCC)OC(=O)N1CCC(CC1)=C(C1=CC=C(C=C1)F)C#N.N1=CC(=CC=C1)/C=C/C(=O)C1=C(C(=C(C=C1)OC)OC)OC